N-[1-({3,4-difluoro-2-[(2-fluoro-4-iodophenyl)amino]Phenyl}carbonyl)azetidin-3-yl]-2-piperidin-1-ylacetamide trifluoroacetate salt FC(C(=O)O)(F)F.FC=1C(=C(C=CC1F)C(=O)N1CC(C1)NC(CN1CCCCC1)=O)NC1=C(C=C(C=C1)I)F